(3-chloro-5-trifluoromethyl-phenyl)-N-isopropyl-N'-(2-trifluoromethyl-pyridin-4-yl)-[1,3,5]triazine-2,4-diamine ClC=1C=C(C=C(C1)C(F)(F)F)C1=NC(=NC(=N1)NC(C)C)NC1=CC(=NC=C1)C(F)(F)F